CN(C/C=C/C(=O)N1CCN(CC1)CCN1C2=C(N(C([C@H](CC1)NC1=C(C#N)C(=CC(=N1)C)C(F)(F)F)=O)C)C=CC=C2)C (S,E)-2-((6-(2-(4-(4-(Dimethylamino)but-2-enoyl)piperazin-1-yl)ethyl)-1-methyl-2-oxo-1,2,3,4,5,6-hexahydrobenzo[b][1,4]diazocin-3-yl)amino)-6-methyl-4-(trifluoromethyl)nicotinonitril